[Br-].[N+](=O)([O-])CC1=CC=CC=C1 nitrotoluene bromide